NCC=1C=C(C=CC1)N1N=C(C=C1C(=O)NC1=C(C=CC(=C1)[C@@](CCC1CC1)(C1=NC=CC=C1)O)F)C(F)(F)F (S)-1-(3-(aminomethyl)phenyl)-N-(5-(3-cyclopropyl-1-hydroxy-1-(pyridin-2-yl)propyl)-2-fluorophenyl)-3-(trifluoromethyl)-1H-pyrazole-5-carboxamide